tert-butyl 4-((allyloxy)methyl)piperidine-1-carboxylate C(C=C)OCC1CCN(CC1)C(=O)OC(C)(C)C